2-[(2-methoxyphenyl)methyl]-6-(1,3-oxazol-5-yl)-2H-pyrazolo[3,4-d]pyrimidin-4-amine COC1=C(C=CC=C1)CN1N=C2N=C(N=C(C2=C1)N)C1=CN=CO1